2-((4-Amino-3-(4-hydroxyphenyl)-1H-pyrazolo[3,4-d]pyrimidin-1-yl)methyl)-5-ethynyl-3-((5-methylisoxazol-3-yl)methyl)quinazolin-4(3H)-one NC1=C2C(=NC=N1)N(N=C2C2=CC=C(C=C2)O)CC2=NC1=CC=CC(=C1C(N2CC2=NOC(=C2)C)=O)C#C